CC(=CCCCC=CC=C)CCC(=CCCCCCCC)C 9,12-dimethyleicosadiene-8,12-diene